COC1=CC=2[C@@]34C([C@H](CC2C=C1NC(=O)C1CCNCC1)N(CC4)C)CCCC3 N-[(1S,9S)-4-methoxy-17-methyl-17-azatetracyclo[7.5.3.01,10.02,7]heptadeca-2(7),3,5-trien-5-yl]piperidine-4-carboxamide